N1(CCCCC1)C=1C2=C(N=C(N1)N(CCO)CCO)C(=NC(=N2)N(CCO)CCO)N2CCCCC2 2,2',2'',2'''-(4,8-di(piperidin-1-yl)pyrimido[5,4-d]pyrimidine-2,6-diyl)bis(azanetriyl)tetraethanol